S1N=CC=C1C(C)=O 1-(isothiazol-5-yl)ethan-1-one